(1R,3S,5R)-tert-butyl 3-(6-bromo-3-methylpyridin-2-ylcarbamoyl)-5-methyl-2-azabicyclo[3.1.0]hexane-2-carboxylate BrC1=CC=C(C(=N1)NC(=O)[C@H]1N([C@@H]2C[C@@]2(C1)C)C(=O)OC(C)(C)C)C